CC(=C(C)C)N1N=C(C=C1)OC 1-(1,2-dimethylprop-1-enyl)-3-methoxy-pyrazole